2,6-dimethyl-pyridine-3-carboxylic acid CC1=NC(=CC=C1C(=O)O)C